propyl (2-((3-((2S)-8-carbamoyl-6-fluoro-2-(2-hydroxypropan-2-yl)-2,3,4,9-tetrahydro-1H-carbazol-5-yl)-2-methylphenyl)carbamoyl)-6-fluorophenyl)(methyl)carbamate C(N)(=O)C=1C=C(C(=C2C=3CC[C@@H](CC3NC12)C(C)(C)O)C=1C(=C(C=CC1)NC(=O)C1=C(C(=CC=C1)F)N(C(OCCC)=O)C)C)F